methyl 6-chloro-5-methoxy-3-((4-((4-methylpiperazin-1-yl)methyl)phenyl)amino)pyrazine-2-carboxylate ClC1=C(N=C(C(=N1)C(=O)OC)NC1=CC=C(C=C1)CN1CCN(CC1)C)OC